3-(benzyloxy)-5'-(pyrazin-2-yl)tetrahydro-3'H-spiro[cyclobutane-1,2'-pyrrolo[2,1-b]oxazol]-3'-one C(C1=CC=CC=C1)OC1CC2(C(N3C(O2)CCC3C3=NC=CN=C3)=O)C1